C(C)(C)(C)OC(NC1=NC=CC=C1)=O (pyridin-2-yl)carbamic acid tert-butyl ester